SODIUM L-LACTATE C([C@@H](O)C)(=O)[O-].[Na+]